3-(2,3',4-trifluoro-2',4',5,6'-tetramethyl-[1,1'-biphenyl]-3-yl)propanoic acid FC1=C(C=C(C(=C1CCC(=O)O)F)C)C1=C(C(=C(C=C1C)C)F)C